BrC=1C=C(C=NC1)N1C=CC2=CC(=CC=C12)Cl 1-(5-bromopyridin-3-yl)-5-chloroindole